5-(2,4-Bis(benzyloxy)-5-isopropylphenyl)-4-(4-formylphenyl)isoxazole-3-carboxylic acid methyl ester COC(=O)C1=NOC(=C1C1=CC=C(C=C1)C=O)C1=C(C=C(C(=C1)C(C)C)OCC1=CC=CC=C1)OCC1=CC=CC=C1